4-methyl-1-(pyridin-3-yl)-2-thiocyanatopentan-1-one CC(CC(C(=O)C=1C=NC=CC1)SC#N)C